CC1(C(C1)CC1C(C2(CC2C1)C)(C)C)CO [1-METHYL-2-[(1,2,2-TRIMETHYL-3-BICYCLO[3.1.0]HEXANYL)METHYL]CYCLOPROPYL]METHANOL